spiro[indoline-3,4'-piperidine] N1CCC2(CC1)CNC1=CC=CC=C12